(E)-3-(6-amino-pyridin-3-yl)-N-((5-(4-(4,4-difluoro-piperidine-1-carbonyl)phenyl)-7-(6-fluoro-4-methyl-pyridin-3-yl)benzofuran-2-yl)methyl)acrylamide NC1=CC=C(C=N1)/C=C/C(=O)NCC=1OC2=C(C1)C=C(C=C2C=2C=NC(=CC2C)F)C2=CC=C(C=C2)C(=O)N2CCC(CC2)(F)F